[3-(benzylsulfanyl)-1-methyl-1H-pyrazol-5-yl](cyclopropyl)methyl Acetate C(C)(=O)OC(C1CC1)C1=CC(=NN1C)SCC1=CC=CC=C1